(4-bromomethylphenoxy)(t-butyl)diphenylsilane BrCC1=CC=C(O[Si](C2=CC=CC=C2)(C2=CC=CC=C2)C(C)(C)C)C=C1